methacryloylethyltrimethylammonium C(C(=C)C)(=O)C[N+](C)(C)CC